6-amino-5-((2-chloro-3-((dimethyl(oxo)-λ6-sulfanylidene)amino)phenyl)thio)pyrazine NC1=C(N=CC=N1)SC1=C(C(=CC=C1)N=S(=O)(C)C)Cl